methyl (S)-2-((7-chloro-2-(4-(ethyl(methyl)carbamoyl)-2-fluorophenyl)imidazo[1,2-a]pyridin-3-yl)methyl)morpholine-4-carboxylate ClC1=CC=2N(C=C1)C(=C(N2)C2=C(C=C(C=C2)C(N(C)CC)=O)F)C[C@H]2CN(CCO2)C(=O)OC